C1(CCCC1)OC=1C=C(C=CC1OC)B(O)O 3-(CYCLOPENTYLOXY)-4-METHOXYBENZENEBORONIC ACID